(1R)-5-ethoxy-N-(6-(1-((3S,4S)-4-fluoro-3-methyltetrahydrofuran-3-yl)piperidin-4-yl)-7-methylisoquinolin-3-yl)spiro[2.3]hexane-1-carboxamide C(C)OC1CC2(C[C@H]2C(=O)NC=2N=CC3=CC(=C(C=C3C2)C2CCN(CC2)[C@]2(COC[C@H]2F)C)C)C1